NC=1C=C2C(N(C=NC2=CC1)C1=C(C=CC=C1)OC)=O 6-amino-3-(2-methoxyphenyl)quinazolin-4(3H)-one